ClC1=CC=C(CNC(NC2CC3(CC(C3)CNC(C3=CC(=NC=C3)C)=O)C2)=O)C=C1 N-((6-(3-(4-chlorobenzyl)ureido)spiro[3.3]hept-2-yl)methyl)-2-methylisonicotinamide